C(C1=CC=CC=C1)C1(C[C@@H]2[C@@H](CN(C2)CC(O)C2=CC=C(C=N2)O)C1)OC rac-6-(2-((3aR,5r,6aS)-5-benzyl-5-methoxyhexahydrocyclopenta[c]pyrrol-2(1H)-yl)-1-hydroxyethyl)pyridin-3-ol